6-bromo-1-(tert-butylsulfonyl)-2,3-dihydro-1H-pyrrolo[3,2-c]pyridine BrC1=CC2=C(C=N1)CCN2S(=O)(=O)C(C)(C)C